CCCCCCCC\C=C/CCCCCCCC(C(CCCCCCCCCCCCCCCCC)O)O (9Z)-Hexatriacont-9-ene-18,19-diol